5-Nitro-2-[(4-methylpiperazin-1-yl)iminomethyl]thiophene [N+](=O)([O-])C1=CC=C(S1)C=NN1CCN(CC1)C